3-(4-hydroxybut-2-en-1-yl)-3H-imidazo[4,5-b]pyridine-6-carboxamide OCC=CCN1C=NC=2C1=NC=C(C2)C(=O)N